N-(5-cyclopropyl-1H-pyrazol-3-yl)-2-[1-(4-fluoro-3-methylphenyl)-1H-pyrazol-3-yl]acetamide C1(CC1)C1=CC(=NN1)NC(CC1=NN(C=C1)C1=CC(=C(C=C1)F)C)=O